(R)-3-(1-acryloylpiperidin-3-yl)-7-amino-1-(4-(4-fluorophenoxy)phenyl)-1,5-dihydro-4H-pyrrolo[2,3-d]pyridazin-4-one C(C=C)(=O)N1C[C@H](CCC1)C1=CN(C=2C(=NNC(C21)=O)N)C2=CC=C(C=C2)OC2=CC=C(C=C2)F